N1(CCC1)CC1=C2C(=NC(=C1)C=1C=C3CN(C(C3=CC1)=O)C1C(NC(CC1)=O)=O)C=CN2C 3-(5-(7-(azetidin-1-ylmethyl)-1-methyl-1H-pyrrolo[3,2-b]pyridin-5-yl)-1-oxoisoindolin-2-yl)piperidine-2,6-dione